1-(2-fluorophenyl)ethan-1-one methyl-3-(N-(4-chloro-5-(methylsulfonyl)-2-(piperidin-2-yl)phenyl)sulfamoyl)-4-cyclopropylbenzoate COC(C1=CC(=C(C=C1)C1CC1)S(NC1=C(C=C(C(=C1)S(=O)(=O)C)Cl)C1NCCCC1)(=O)=O)=O.FC1=C(C=CC=C1)C(C)=O